[Cu].N[N+](=O)[O-].N[N+](=O)[O-] dinitramide copper